C1=CC=C(C=C1)CON.Cl O-benzyl-hydroxylamine hydrochloride